3-[(2E)-3,7-dimethylocta-2,6-dien-1-yl]-6-pentyl-4-{[(3R,4R,5S,6S)-4,5,6-trihydroxy-3-(hydroxymethyl)oxan-2-yl]oxy}-2-{[(3S,4R,5S,6S)-4,5,6-trihydroxyoxan-3-yl]methoxy}benzoic acid C\C(=C/CC=1C(=C(C(=O)O)C(=CC1OC1O[C@@H]([C@H]([C@@H]([C@H]1CO)O)O)O)CCCCC)OC[C@H]1CO[C@@H]([C@H]([C@@H]1O)O)O)\CCC=C(C)C